NC1=NC=NN2C1=C(C=C2C2=NN(C=C2)C)C2=CC(=C(C=C2)N(C=2OC=C(N2)C)C)OC N-(4-(4-amino-7-(1-methyl-1H-pyrazol-3-yl)pyrrolo[2,1-f][1,2,4]triazin-5-yl)-2-methoxyphenyl)-N,4-dimethyloxazol-2-amine